BrC1=C(C(=CC=C1)Cl)NC(=O)C=1C(=NC(=NC1)NC1=CC(=C(C=C1)C1CNCC1)C)OC N-(2-bromo-6-chlorophenyl)-4-methoxy-2-((3-methyl-4-(pyrrolidin-3-yl)phenyl)amino)pyrimidine-5-carboxamide